1-(2,6-bis(benzyloxy)pyridin-3-yl)-3-methyl-5-nitro-1H-benzo[d]imidazol-2(3H)-one C(C1=CC=CC=C1)OC1=NC(=CC=C1N1C(N(C2=C1C=CC(=C2)[N+](=O)[O-])C)=O)OCC2=CC=CC=C2